N1(C=NC=C1)CCCNC(C(CCSCCC(=O)OCC(CCCCCCCCCCCC)CCCCCCCCCC)NC(CCCCC(CCSCCC(=O)[O-])SCCC(=O)[O-])=O)=O 3,3'-((8-((1-((3-(1H-imidazol-1-yl)propyl)amino)-4-((3-((2-decyltetradecyl)oxy)-3-oxopropyl)thio)-1-oxobutan-2-yl)amino)-8-oxooctane-1,3-diyl)bis(sulfanediyl))dipropionate